COCCOCCOCCOP(=O)(Br)Br.N=1N=CN2C=NC(=CC21)OC2=C(C=C(C=C2)NC2=NC=NC1=CC=C(C=C21)NC(C=CC2N(CCC2)C)=O)Cl N-(4-((4-([1,2,4]triazolo[4,3-c]pyrimidin-7-yloxy)-3-chlorophenyl)amino)quinazolin-6-yl)-3-(1-methylpyrrolidin-2-yl)acrylamide (2-(2-(2-methoxyethoxy)ethoxy)ethyl)dibromophosphate